imidazo[1,2-a]azepine N1=CCN2C1=CC=CC=C2